(Z)-3-Hexenyl (E)-2-Hexenoate C(\C=C\CCC)(=O)OCC\C=C/CC